(R)- or (S)-1-(3-(5'-(4-fluorophenyl)-1-methyl-1H,2'H-[3,3'-bipyrazol]-2'-yl)pyrrolidin-yl)prop-2-en-1-one FC1=CC=C(C=C1)C=1C=C(N(N1)[C@H]1CN(CC1)C(C=C)=O)C1=NN(C=C1)C |o1:12|